(S)-2-chloro-2-(methoxyamino)acetic acid Cl[C@@H](C(=O)O)NOC